tert-butyl (3-(7-chloro-2-oxo-3-phenyl-3,4-dihydropyrimido[4,5-d]pyrimidin-1(2H)-yl)phenyl)carbamate ClC1=NC=C2C(=N1)N(C(N(C2)C2=CC=CC=C2)=O)C=2C=C(C=CC2)NC(OC(C)(C)C)=O